ClC=1N=C(C2=C(N1)C=CN2CCN)Cl 2-(2,4-dichloro-5H-pyrrolo[3,2-d]pyrimidin-5-yl)ethane-1-amine